2-(2-methylprop-1-enyl)-4-methyltetrahydropyran CC(=CC1OCCC(C1)C)C